ClC1=CC=C(C=C1)N1C(N(C2(C1=O)CCN(CC2)C[C@H]2C[C@@H](OCC2)C)CC)=O 3-(4-chlorophenyl)-1-ethyl-8-(((2s,4r)-2-methyltetrahydro-2H-pyran-4-yl)methyl)-1,3,8-triazaspiro[4.5]decane-2,4-dione